ClC1=C(C=CC(=C1)C(F)(F)F)C(C(=O)N)N1C=2N(C(C(=C1CC)N1CCNCC1)=O)N=C(N2)C2CC2 (2-chloro-4-(trifluoromethyl)phenyl)-2-(2-cyclopropyl-5-ethyl-7-oxo-6-(piperazin-1-yl)-[1,2,4]triazolo[1,5-a]pyrimidin-4(7H)-yl)acetamide